(1R,2S)-1-cyclopentyl-1-phenylpropan-2-yl (3-hydroxy-4-methoxypyridine-2-carbonothioyl)-L-alaninate OC=1C(=NC=CC1OC)C(=S)N[C@@H](C)C(=O)O[C@H]([C@@H](C1=CC=CC=C1)C1CCCC1)C